ClC1=CC2=C(N(C(N=C2N2[C@H](CN(CC2)C(C=C)=O)C)=O)C2=C(C=CC=C2CC)CC)N=C1C1=NC=CC=C1 6-chloro-1-(2,6-diethylphenyl)-4-((2S)-2-methyl-4-(2-propenoyl)-1-piperazinyl)-7-(2-pyridinyl)pyrido[2,3-d]pyrimidin-2(1H)-one